N-(6-amino-5-methyl-3-pyridyl)-2-[2-cyclohexyl-1-piperidyl]-2-oxo-acetamide NC1=C(C=C(C=N1)NC(C(=O)N1C(CCCC1)C1CCCCC1)=O)C